1-(2-((2S,4R)-2-((6-bromopyridin-2-yl)carbamoyl)-4-fluoropyrrolidin-1-yl)-2-oxoethyl)-N-methyl-5-(2-methylpyrimidin-5-yl)-1H-indazole-3-carboxamide BrC1=CC=CC(=N1)NC(=O)[C@H]1N(C[C@@H](C1)F)C(CN1N=C(C2=CC(=CC=C12)C=1C=NC(=NC1)C)C(=O)NC)=O